C(C)(C)(C)OC1=C(C=O)C=CC=C1 T-butoxybenzaldehyde